FC1=CC=C2C(=CC=NC2=C1)N1CCN(CC1)C(=O)[C@@H]1CN(CC1)S(=O)(=O)C=1N(C=CN1)CCO (S)-(4-(7-fluoroquinolin-4-yl)piperazin-1-yl)(1-((1-(2-hydroxyethyl)-1H-imidazol-2-yl)sulfonyl)pyrrolidin-3-yl)methanone